N1(C=NC2=C1C=CC=C2)C=2C1=C(N=C(N2)NC2=CC=C(C=C2)N2CCOCC2)NC=C1 4-(1H-benzo[d]imidazol-1-yl)-N-(4-morpholinophenyl)-7H-pyrrolo[2,3-d]pyrimidin-2-amine